C1(CC1)N(C1=C(C(=NC=N1)NCC1(CCNCC1)NC(OCC1=CC=CC=C1)=O)F)CC1=CC=C(C=C1)C(F)(F)F Benzyl (4-(((6-(cyclopropyl(4-(trifluoromethyl)benzyl)amino)-5-fluoropyrimidin-4-yl)amino)methyl)piperidin-4-yl)carbamate